methyl 2-(3-((tert-butyldimethylsilyl)oxy)-5-methyl-1H-pyrazol-1-yl)propanoate [Si](C)(C)(C(C)(C)C)OC1=NN(C(=C1)C)C(C(=O)OC)C